C[C@@H]1COCCN1C=1C2=C(N=C(N1)N1C(=NC3=C1C=CC=C3)N)C(=CS2)C2=CC=NC=C2 (R)-1-(4-(3-methylmorpholino)-7-(pyridin-4-yl)thieno[3,2-d]pyrimidin-2-yl)-1H-benzo[d]imidazol-2-amine